BrC=1C=C2C=CN=C(C2=CC1)N(C(C1=C(C=C(C=C1)C=1N=NN(C1)C)F)=O)[C@H]1CN(CCC1)C(=O)OC(C)(C)C tert-butyl (R)-3-(N-(6-bromoisoquinolin-1-yl)-2-fluoro-4-(1-methyl-1H-1,2,3-triazol-4-yl)benzamido)-piperidine-1-carboxylate